P(=O)([O-])([O-])[O-].[OH-].[Ta+4] tantalum hydroxide phosphate